methyl-4-(methyl(4,4,4-trifluorobutyl)amino)pyrrolo[1,2-a]quinoxaline CC1=CC=C2N1C1=CC=CC=C1N=C2N(CCCC(F)(F)F)C